dimethyl 4,4'-((methylazanediyl)bis(methylene))bis(2-amino-5-fluorobenzoate) CN(CC1=CC(=C(C(=O)OC)C=C1F)N)CC1=CC(=C(C(=O)OC)C=C1F)N